ethyl 7-bromo-2-mercaptobenzo[d]oxazole-4-carboxylate BrC=1C=CC(=C2N=C(OC21)S)C(=O)OCC